potassium gold thiomalate C(C(S)CC(=O)[O-])(=O)[O-].[Au+3].[K+].C(C(S)CC(=O)[O-])(=O)[O-]